C1([C@H](O)[C@@H](O)[C@H](O)[C@H](O1)CO)OC[C@@H]1[C@H]([C@@H]([C@H]([C@@H](O)O1)O)O)O D-glucopyranosyl-(1→6)-α-D-glucopyranose